N=1C(SC=2C1C=1C(=CC2)OCC1)N1C(N[C@@H]2[C@H]1CCOC2)=O (3aR,7aR)-1-(7,S-dihydrofuro[3,2-e][1,3]benzothiazol-2-yl)hexahydropyrano[3,4-d]imidazol-2(3H)-one